(4-fluoro-[1,1'-biphenyl]-3-yl)dimethyl-sulfonium triflate [O-]S(=O)(=O)C(F)(F)F.FC1=C(C=C(C=C1)C1=CC=CC=C1)[S+](C)C